OC1(CCC(CC1)C1=NC=2C(=NC=CC2C2CCN(CC2)C(=O)C2=CC=C(C=C2)OC(F)(F)F)N1)C(F)(F)F [4-[2-[4-hydroxy-4-(trifluoromethyl)cyclohexyl]-3H-imidazo[4,5-b]pyridin-7-yl]-1-piperidyl]-[4-(trifluoromethoxy)phenyl]methanone